[Cu].[Ag].[Bi].[Sn] tin-bismuth-silver-copper